((7R)-7-Amino-2-azabicyclo[2.2.1]heptan-2-yl)(2-(1-(cyclopropylmethyl)-6-methyl-1H-pyrrolo[2,3-b]pyridin-2-yl)-4-methoxy-3-methylpyrazolo[1,5-a]pyridin-6-yl)methanone N[C@H]1C2N(CC1CC2)C(=O)C=2C=C(C=1N(C2)N=C(C1C)C1=CC=2C(=NC(=CC2)C)N1CC1CC1)OC